N(=[N+]=[N-])CC(=O)NC1=C2C(N(C(=NC2=CC=C1)C)C1C(NC(CC1)=O)=O)=O 2-Azido-N-(3-(2,6-dioxopiperidin-3-yl)-2-methyl-4-oxo-3,4-dihydroquinazolin-5-yl)acetamide